COC=1C=C(C=C(C1)OC)C#CC1=NNC2=NC=NC(=C21)N 3-((3,5-dimethoxyphenyl)ethynyl)-1H-pyrazolo[3,4-d]pyrimidin-4-amine